C1(CCCC1)C1=C(C=NC=2N1N=CC2)NC(N)=O 3-(7-cyclopentylpyrazolo[1,5-a]pyrimidin-6-yl)urea